FC(CN1C=NC2=C1C=C(C=C2F)C=2C(=CN1N=C(N=C(C12)OC)N[C@H]1[C@H](CN(CC1)C)F)F)F 5-(1-(2,2-difluoroethyl)-4-fluoro-1H-benzo[d]imidazol-6-yl)-6-fluoro-N-((3S,4R)-3-fluoro-1-methylpiperidin-4-yl)-4-methoxypyrrolo[2,1-f][1,2,4]triazin-2-amine